COC1=C(C(=CC2=C1C=1C=CC(C(=CC1[C@H](CC2)NC(C)=O)OC2COCC2)=O)OC)OC (S)-N-(1,2,3-trimethoxy-10-oxo-9-[(tetrahydrofuran-3-yl)oxy]-5,6,7,10-tetrahydrobenzo[a]heptalen-7-yl)acetamide